CC=1C=CC=C2C=CC=C(C12)N1CC=2N=C(N=C(C2C1)N1C[C@@H](NCC1)CC#N)OC[C@H]1N(CCC1)C 2-((S)-4-(6-(8-methylnaphthalen-1-yl)-2-(((S)-1-methylpyrrolidin-2-yl)methoxy)-6,7-dihydro-5H-pyrrolo[3,4-d]pyrimidin-4-yl)piperazin-2-yl)acetonitrile